C(C)(C)(C)OC(=O)N1N=C(C2=CC=C(C=C12)C=O)NC1=C(C(=CC=C1)C1=CC2=C(OCCO2)C=C1)Cl 1-Tert-butoxyformyl-3-(2-chloro-3-(1,4-benzodioxan-6-yl)anilino)indazole-6-carbaldehyde